C(CCCCCCCCCCCCCCCCC)(=O)[O-].O=C1C(O)=C(O)[C@H](O1)[C@@H](O)CO.[Na+] sodium ascorbic acid stearate